ClCC(CNC(=O)C1=NOC(=N1)C)O N-(3-chloro-2-hydroxypropyl)-5-methyl-1,2,4-oxadiazole-3-carboxamide